6-methyl-2-(2-morpholino-2-oxo-ethyl)-3-oxo-pyridazine-4-carboxylic acid CC=1C=C(C(N(N1)CC(=O)N1CCOCC1)=O)C(=O)O